C(=O)[C@@H]1N([C@@H]2C[C@@H]2C1)C(=O)OCCCC butyl (1R,3R,5R)-3-formyl-2-azabicyclo[3.1.0]hexane-2-carboxylate